tert-butyl (((2S,4S)-5-chloro-4-(6-cyano-2-fluoro-3-methoxyphenyl)-6-fluoro-2-phenyl-2,3-dihydrobenzofuran-2-yl)methyl)(methyl)carbamate ClC=1C(=CC2=C(C[C@](O2)(C2=CC=CC=C2)CN(C(OC(C)(C)C)=O)C)C1C1=C(C(=CC=C1C#N)OC)F)F